N-(4-(naphthalen-2-yl)phenyl)-[1,1':4',1''-terphenyl]-4-amine C1=C(C=CC2=CC=CC=C12)C1=CC=C(C=C1)NC1=CC=C(C=C1)C1=CC=C(C=C1)C1=CC=CC=C1